N1[C@@H](CCC1)[C@H]1OCCC2=CC=CC(=C12)C#N (S)-1-((S)-pyrrolidin-2-yl)isochroman-8-carbonitrile